CC1=C(C=C(C=C1)C)C1=CC(=C(N=N1)NC1C[C@@H]2[C@@H](CN(C2)C([2H])([2H])[C@H]2COCC2)C1)C(F)(F)F (3aR,5s,6aS)-N-(6-(2,5-dimethylphenyl)-4-(trifluoro-methyl)pyridazin-3-yl)-2-(((S)-tetrahydrofuran-3-yl)methyl-d2)octahydro-cyclopenta[c]pyrrol-5-amine